NC1=CC(=C(C(=N1)C1=C(C=C2C(=NC=NC2=C1)N1CCN(CC1)C(C=C)=O)Cl)C)C(F)(F)F 1-(4-[7-[6-amino-3-methyl-4-(trifluoromethyl)pyridin-2-yl]-6-chloroquinazolin-4-yl]piperazin-1-yl)prop-2-en-1-one